2-(isopropylthio)-7-methoxy-5-methyl-1-phenyl-1,2,3,4,4a,5-hexahydrodipyrido[1,2-b:2',1'-f][1,2,4]triazine-6,8-dione C(C)(C)SC1CCC2N(N3C(C(N2C)=O)=C(C(C=C3)=O)OC)C1C1=CC=CC=C1